2-bromo-1,3-bis(trifluoromethyl)benzene BrC1=C(C=CC=C1C(F)(F)F)C(F)(F)F